methyl (R)-3-(3-((tert-butoxycarbonyl) amino)-3-(cyclopropylcarbamoyl) pyrrolidin-1-yl)-2-((6-((tert-butoxycarbonyl) amino)-9H-purin-9-yl) methyl)-5-chlorobenzoate C(C)(C)(C)OC(=O)N[C@]1(CN(CC1)C=1C(=C(C(=O)OC)C=C(C1)Cl)CN1C2=NC=NC(=C2N=C1)NC(=O)OC(C)(C)C)C(NC1CC1)=O